BrC1=C(C=C(NC2=NC=C(C(=N2)N[C@@H]2COCC[C@H]2C#N)C)C=C1CO)C#N (trans)-3-[[2-[4-bromo-3-cyano-5-(hydroxymethyl)anilino]-5-methyl-pyrimidin-4-yl]amino]tetrahydropyran-4-carbonitrile